1-(11Z-docosenoyl)-2-(4Z,7Z,10Z,13Z,16Z,19Z-docosahexaenoyl)-glycero-3-phosphocholine CCCCCCCCCC/C=C\CCCCCCCCCC(=O)OC[C@H](COP(=O)([O-])OCC[N+](C)(C)C)OC(=O)CC/C=C\C/C=C\C/C=C\C/C=C\C/C=C\C/C=C\CC